C(CCC)OC(CC)=O.BrC1=CC=C(C=C1)CC(=O)NC1=C(C=CC(=C1)Cl)F 2-(4-Bromophenyl)-N-(5-chloro-2-fluorophenyl)acetamide n-butyl-propionate